2-[(3R)-1-tert-butoxycarbonylpyrrolidin-3-yl]propanoic acid C(C)(C)(C)OC(=O)N1C[C@H](CC1)C(C(=O)O)C